2-chloro-5-methyl-N1-(m-tolyl)benzene-1,3-diamine ClC1=C(C=C(C=C1N)C)NC=1C=C(C=CC1)C